4-methyl-6-oxo-1-(4-(trifluoromethoxy)phenyl)-1,6-dihydropyridazine-3-carboxamide CC=1C(=NN(C(C1)=O)C1=CC=C(C=C1)OC(F)(F)F)C(=O)N